6-chloro-4-nitro-2,3-dihydro-1H-inden-5-amine ClC1=C(C(=C2CCCC2=C1)[N+](=O)[O-])N